1-(Aminomethyl)-cyclopropan-1-ol NCC1(CC1)O